CC1=C(C=CC=2C3=CC=CC=C3C(C12)C)NC=1C=CC=2N(C3=CC=CC=C3C2C1)C1=CC=CC=C1 N-(1,9-dimethyl-9H-fluorene-2-yl)-9-phenyl-9H-carbazole-3-amine